FC=1C=C(C=C(C(=O)Cl)C1)C(F)(F)F E-5-fluoro-3-(trifluoromethyl)benzoyl chloride